NC1=NN2C(C=CC(=C2)C=2C=C(C(=NC2)C)NC(=O)N2OCC[C@H]2C2=CC(=C(C=C2)F)Cl)=N1 (S)-N-(5-(2-amino-[1,2,4]triazolo[1,5-a]pyridin-6-yl)-2-methylpyridin-3-yl)-3-(3-chloro-4-fluorophenyl)isoxazolidine-2-carboxamide